methyl-4-[(1-methylcyclopropyl)amino]-N-(propan-2-yl)furo[2,3-d]pyrimidine-5-carboxamide CC=1N=C(C2=C(N1)OC=C2C(=O)NC(C)C)NC2(CC2)C